(butylimino)methyl-4-trimethylsilylphenol C(CCC)N=CC1=C(C=CC(=C1)[Si](C)(C)C)O